N-(3-fluorobenzyl)-1H-benzimidazol-2-amine FC=1C=C(CNC2=NC3=C(N2)C=CC=C3)C=CC1